(S)-N-methyl-6-(3-(trifluoromethyl)-1H-1,2,4-triazol-1-yl)-2,3-dihydrobenzofuran-3-amine hydrochloride Cl.CN[C@@H]1COC2=C1C=CC(=C2)N2N=C(N=C2)C(F)(F)F